(R)-6-(2-(2,5-difluorophenyl)pyrrolidin-1-yl)-3-nitro-2-(3-phenethylureido)pyridine FC1=C(C=C(C=C1)F)[C@@H]1N(CCC1)C1=CC=C(C(=N1)NC(=O)NCCC1=CC=CC=C1)[N+](=O)[O-]